P(=S)(OC(C)CC)(OC(C)CC)[O-].[Na+] sodium di-sec-butyl monothiophosphate